4-methoxy-2,6-dimethyl-N-(3,5-bis(trifluoromethyl)phenyl)benzenesulfonamide COC1=CC(=C(C(=C1)C)S(=O)(=O)NC1=CC(=CC(=C1)C(F)(F)F)C(F)(F)F)C